N-(2-Fluoro-5-hydroxy-4-(trimethylsilyl)phenyl)-4-oxo-1,4-dihydroquinoline-3-carboxamide FC1=C(C=C(C(=C1)[Si](C)(C)C)O)NC(=O)C1=CNC2=CC=CC=C2C1=O